N-(4-(3-(4-ethynylphenyl)acryloyl)phenyl)-N-methylacetamide C(#C)C1=CC=C(C=C1)C=CC(=O)C1=CC=C(C=C1)N(C(C)=O)C